(2R,3R,4R,5R,6S)-2-(acetoxymethyl)-5-amino-6-(2-bromo-3-methylphenoxy)tetrahydro-2H-pyran-3,4-diyl diacetate C(C)(=O)O[C@H]1[C@H](O[C@H]([C@@H]([C@H]1OC(C)=O)N)OC1=C(C(=CC=C1)C)Br)COC(C)=O